BrC1C(OC(=C1Br)OC1(C2(CCC(C1)C2(C)C)C)O)=O 3,4-dibromo-5-borneoloxyfuranone